(S)-(1-(4-(3-chloro-4-methoxybenzylamino)-5-(pyrimidin-2-ylmethylcarbamoyl)pyrimidin-2-yl)pyrrolidin-2-yl)2-hydroxypropane-1,2,3-tricarboxylic acid ClC=1C=C(CNC2=NC(=NC=C2C(NCC2=NC=CC=N2)=O)N2C(CCC2)[C@@H](C(CC(=O)O)(C(=O)O)O)C(=O)O)C=CC1OC